(1s,4s)-4-(8-(2-chloro-4,6-difluorophenylamino)-2-(isopropylamino)-9H-purin-9-yl)cyclohexanecarboxamide ClC1=C(C(=CC(=C1)F)F)NC=1N(C2=NC(=NC=C2N1)NC(C)C)C1CCC(CC1)C(=O)N